10-(2,3-dihydroxy-1-(hydroxymethyl)propyl)-1,4,7,10-tetraazacyclodecane-1,4,7-triacetic acid (butoxide) [O-]CCCC.OC(C(CO)N1CCN(CCN(CCN1CC(=O)O)CC(=O)O)CC(=O)O)CO